2-(2-cyclopropyl-4-methoxy-3-pyridyl)-7-[[4-[1-methyl-4-(trifluoromethyl)imidazol-2-yl]phenyl]methyl]-5H-pyrrolo[3,2-d]pyrimidine C1(CC1)C1=NC=CC(=C1C=1N=CC2=C(N1)C(=CN2)CC2=CC=C(C=C2)C=2N(C=C(N2)C(F)(F)F)C)OC